P(=O)([O-])([O-])[O-].C(=C)[NH2+]CCCCCCCCCCCCCC.C(=C)[NH2+]CCCCCCCCCCCCCC.C(=C)[NH2+]CCCCCCCCCCCCCC vinyl-tetradecyl-ammonium phosphate